4-(2-((3-amino-6-(2-hydroxyphenyl)pyridazin-4-yl)amino)ethyl)benzaldehyde NC=1N=NC(=CC1NCCC1=CC=C(C=O)C=C1)C1=C(C=CC=C1)O